FC1=C(C=CC(=C1)F)C(C(=O)C1=CC=C(C=N1)NC(CC1=CC=C(C=C1)S(=O)(=O)CC)=O)(C)C N-(6-(2-(2,4-difluorophenyl)-2-methylpropionyl)pyridin-3-yl)-2-(4-(ethylsulfonyl)phenyl)acetamide